bis(t-butylimino)bis(t-butylamino)tungsten C(C)(C)(C)N=[W](NC(C)(C)C)(NC(C)(C)C)=NC(C)(C)C